4-chloro-1-(3-chlorophenethyl)-1H-pyrrolo[3,2-c]quinoline ClC1=NC=2C=CC=CC2C2=C1C=CN2CCC2=CC(=CC=C2)Cl